5-azaspiro[3.4]Octane-2-amine C1C(CC12NCCC2)N